4-benzyl-2,3-dimethylphenol C(C1=CC=CC=C1)C1=C(C(=C(C=C1)O)C)C